N1=CC=NC2=CC(=CC=C12)C=1C=CN2N=C(N=CC21)NC2CC(C2)O 3-((5-(Quinoxalin-6-yl)pyrrolo[2,1-f][1,2,4]triazin-2-yl)amino)cyclobutan-1-ol